alpha-(5-deaza-5,6,7,8-tetrahydropteroyl)-L-ornithine C(C1=CC=C(NCC2CNC=3N=C(N)NC(=O)C3C2)C=C1)(=O)[C@](N)(CCCN)C(=O)O